4-ethoxy-N-(7-fluoro-2-methyl-2H-indazol-5-yl)-2-(methylsulfinyl)pyrimidine-5-carboxamide C(C)OC1=NC(=NC=C1C(=O)NC1=CC2=CN(N=C2C(=C1)F)C)S(=O)C